C(CC)OC(C(C)C1=NN(C(=C1)NC(=O)NC1=C(C=C(C=C1)C1=CSC=2N=CN=C(C21)N)Cl)C2=CC=C(C=C2)C)=O 2-(5-{3-[4-(4-amino-thieno[2,3-d]pyrimidin-5-yl)-2-chloro-phenyl]-ureido}-1-p-tolyl-1H-pyrazol-3-yl)-2-methyl-acetic acid propyl ester